C[N+]1=C(C=CC=C1)C=CC1=CC(=CC=C1)C=O N-methyl-2-(3-formylstyryl)-pyridinium